methyl (R)-3-(5-(2-bromo-1,1,2,2-tetrafluoroethoxy)pyridin-3-yl)-1-isopropyl-4,5,6,7-tetrahydro-1H-indazole-6-carboxylate BrC(C(OC=1C=C(C=NC1)C1=NN(C=2C[C@@H](CCC12)C(=O)OC)C(C)C)(F)F)(F)F